C(C1CO1)OCC(CC)(COCC1CO1)COCC1CO1 1-(2,3-epoxypropoxy)-2,2-bis[(2,3-epoxypropoxy)methyl]butane